3-amino-6-(1-methyl-6-oxo-1,6-dihydropyridin-3-yl)-5-(oxazol-2-yl)-N-((3-(trifluoromethyl)pyridin-2-yl)methyl)pyrazine-2-carboxamide NC=1C(=NC(=C(N1)C=1OC=CN1)C1=CN(C(C=C1)=O)C)C(=O)NCC1=NC=CC=C1C(F)(F)F